N[C@H]1C2N(CC1CC2)C(=O)C2=CC1=C(N(C(=N1)C1=CC=3C(=NC(=CC3)C=3C(=C(C=CC3F)O)F)N1CC1CC1)C)C(=C2)OC 3-(2-{5-[(7R)-7-amino-2-azabicyclo[2.2.1]heptane-2-carbonyl]-7-methoxy-1-methyl-1H-1,3-benzodiazol-2-yl}-1-(cyclopropylmethyl)-1H-pyrrolo[2,3-b]pyridin-6-yl)-2,4-difluorophenol